3a,4,7,7a-tetrahydro-1H-4,7-epoxyisoindol-1,3(2H)dione C1(NC(C2C3C=CC(C12)O3)=O)=O